phenylpropyl hydroperoxide C1(=CC=CC=C1)CCCOO